C[C@@H]1CN(CCN1C(C(CC)C)=O)C1=C2C=NN(C2=CC(=C1)S(=O)(=O)NC1(CC1)C#N)C=1SC(=NN1)C(F)F 1-[({4-[(3R)-3-methyl-4-(2-methylbutanoyl)piperazinyl]-1-[5-(difluoromethyl)-(1,3,4-thiadiazol-2-yl)]-1H-indazol-6-yl}sulfonyl)amino]cyclopropanecarbonitrile